CN(C(C)C=1SC2=C(N1)C=C(C=C2)[C@@H]2N(C[C@H](CC2)C)C(C(=O)NC=2C=NC(=C(C(=O)N)C2)OC)=O)C 5-(2-((2R,5S)-2-(2-(1-(dimethylamino)ethyl)benzo[d]thiazol-5-yl)-5-methylpiperidin-1-yl)-2-oxoacetamido)-2-methoxynicotinamide